5-(benzyloxy)-2-methyl-N-[1-(2,2,2-trifluoroethyl)pyrrolidin-3-yl]-2H-indazole-3-carboxamide C(C1=CC=CC=C1)OC1=CC2=C(N(N=C2C=C1)C)C(=O)NC1CN(CC1)CC(F)(F)F